(S)-2,6-difluoro-4-((1-(2-fluorophenyl)ethyl)amino)-N-(thiazol-4-yl)benzenesulfonamide FC1=C(C(=CC(=C1)N[C@@H](C)C1=C(C=CC=C1)F)F)S(=O)(=O)NC=1N=CSC1